7-(6,6-dimethyl-7-oxo-7,8-dihydro-6H-pyrimido[5,4-b][1,4]oxazin-4-yl)-2,7-diazaspiro[3.5]nonane CC1(C(NC2=C(O1)C(=NC=N2)N2CCC1(CNC1)CC2)=O)C